N-(dimethylaminomethylene)acetamide CN(C)C=NC(C)=O